1-(1-(tert-butoxycarbonyl)piperidin-3-yl)-2-oxo-1,2-dihydropyridine-3-carboxylic acid C(C)(C)(C)OC(=O)N1CC(CCC1)N1C(C(=CC=C1)C(=O)O)=O